1,4-diacroylpiperazine C(=O)(C=C)N1CCN(CC1)C(=O)C=C